3-(5,5-dimethyl-1,3,2-dioxaborolan-2-yl)-1-(6-fluoropyridin-3-yl)-7-methyl-1H-indazole CC1(COB(O1)C1=NN(C2=C(C=CC=C12)C)C=1C=NC(=CC1)F)C